(difluoromethoxy((S)-2-cyano-1-(ethylsulfonyl)phenyl)ethyl)benzamide FC(OC(CC1=C(C(=O)N)C=CC=C1)[C@]1(C(C=CC=C1)C#N)S(=O)(=O)CC)F